C(CCCCCCCCCCCCCCCCC)(=O)OC[C@@H](OC(CCCCCCCCCCCCCCCCC)=O)COP(=O)(O)OCCN 1,2-di-(9Z-octadecanoyl)-sn-glycero-3-phosphoethanolamine